CC1=NC=NN1 5-methyl-1,2,4-triazole